NC1=CC(=C(OC=2C=C(C(NN2)=O)C(C([2H])([2H])[2H])C([2H])([2H])[2H])C(=C1)Cl)Br 6-(4-Amino-2-bromo-6-chlorophenoxy)-4-di(trideuteromethyl)methylpyridazine-3(2H)-one